cis-6-(4,4-difluorocyclohexyl)-5-(4-(4-(dimethoxymethyl)piperidin-1-yl)phenyl)-5,6,7,8-Tetrahydronaphthalene-2-ol FC1(CCC(CC1)[C@@H]1[C@@H](C=2C=CC(=CC2CC1)O)C1=CC=C(C=C1)N1CCC(CC1)C(OC)OC)F